CO[Si](CCCOCC1OC1)(OC)OC trimethoxy({3-[(oxiran-2-yl)methoxy]propyl})silane